(R)-5-(4-((7-ethyl-6-oxo-5,6-dihydro-1,5-naphthyridin-3-yl)methyl)piperazin-1-yl)-N-(pyrrolidin-3-yl)picolinamide acryloxyethyl-trimellitate C(C=C)(=O)OCCOC(C=1C(C(=O)O)=CC(C(=O)O)=CC1)=O.C(C)C=1C(NC=2C=C(C=NC2C1)CN1CCN(CC1)C=1C=CC(=NC1)C(=O)N[C@H]1CNCC1)=O